ClC=1C(=CC2=C(C[C@](O2)(C2=CC=CC=C2)CNC)C1C1=C(C(=O)N)C=CC(=C1F)OC)F ((2S,4S)-5-chloro-6-fluoro-2-((methylamino)methyl)-2-phenyl-2,3-dihydrobenzofuran-4-yl)-3-fluoro-4-methoxybenzamide